4-morpholinebenzaldehyde N1(CCOCC1)C1=CC=CC=C1C=O